(R)-1-quinolin-3-yl-ethylamine N1=CC(=CC2=CC=CC=C12)[C@@H](C)N